(rac)-2'-[6-amino-5-(difluoromethoxy)pyridin-3-yl]-N-[2-(pyridin-2-yl)propan-2-yl]-5',6'-dihydrospiro[pyrrolidine-3,4'-pyrrolo[1,2-b]pyrazole]-1-carboxamide NC1=C(C=C(C=N1)C=1C=C2N(N1)CC[C@]21CN(CC1)C(=O)NC(C)(C)C1=NC=CC=C1)OC(F)F |r|